(1s,4s)-4-(4-((4-(((1r,4r)-4-hydroxy-4-methylcyclohexyl)oxy)-5-(trifluoromethyl)pyrimidin-2-yl)amino)phenyl)-1-(methylimino)hexahydro-1λ6-thiopyran 1-oxide OC1(CCC(CC1)OC1=NC(=NC=C1C(F)(F)F)NC1=CC=C(C=C1)C1CCS(CC1)(=NC)=O)C